(3-fluoroazetidin-3-yl)methyl 4-(3,4-dichloro-5-fluoro-1H-indole-2-carbonyl)piperazine-1-carboxylate ClC1=C(NC2=CC=C(C(=C12)Cl)F)C(=O)N1CCN(CC1)C(=O)OCC1(CNC1)F